4-(2-fluorobenzoyl)-4-hydroxypiperidine-1-carboxylic acid tert-butyl ester C(C)(C)(C)OC(=O)N1CCC(CC1)(O)C(C1=C(C=CC=C1)F)=O